4-(3-nitrophenyl)-N-[3-(trifluoromethyl)phenyl]Thiazol-2-amine [N+](=O)([O-])C=1C=C(C=CC1)C=1N=C(SC1)NC1=CC(=CC=C1)C(F)(F)F